N-(4-(5-(difluoromethyl)-1,3,4-oxadiazol-2-yl)-2-fluorobenzyl)-N-phenylisonicotinamide FC(C1=NN=C(O1)C1=CC(=C(CN(C(C2=CC=NC=C2)=O)C2=CC=CC=C2)C=C1)F)F